C(C)(C)(C)OC(=O)N1C(C(C1)C)CBr (bromomethyl)-3-methyl-azetidine-1-carboxylic acid tert-butyl ester